C(C)(C)(C)OC=C vinyl tertiary butyl ether